(R)-N-(3-(2-((2-fluoro-3-(methylsulfonyl)phenyl)amino)-5-methylpyrimidin-4-yl)-1H-indol-7-yl)-2-(4-(2-hydroxyethyl)piperazin-1-yl)propionamide FC1=C(C=CC=C1S(=O)(=O)C)NC1=NC=C(C(=N1)C1=CNC2=C(C=CC=C12)NC([C@@H](C)N1CCN(CC1)CCO)=O)C